6-oxohexyl dodecanoate C(CCCCCCCCCCC)(=O)OCCCCCC=O